8-bromo-6-fluoro-2-mercapto-3-methylquinazolin-4(3H)-one BrC=1C=C(C=C2C(N(C(=NC12)S)C)=O)F